N-{3-[imino(methyl)oxo-λ6-sulfanyl]phenyl}-3-[(6-methoxy-2-methylpyridin-3-yl)oxy]-5-methyl-6-(trifluoromethyl)pyridazine-4-carboxamide N=S(C=1C=C(C=CC1)NC(=O)C1=C(N=NC(=C1C)C(F)(F)F)OC=1C(=NC(=CC1)OC)C)(=O)C